1-(1-methyl-1,2,3,4-tetrahydroquinolin-8-yl)-5-(trifluoromethyl)-1H-pyrazole-4-carboxamide CN1CCCC2=CC=CC(=C12)N1N=CC(=C1C(F)(F)F)C(=O)N